CC1=NC=CC(=C1)NC=1C=C2C(=NC1)NC(=N2)C2=CC=C(C=N2)NC2=CC=NC1=CC=C(C=C21)N2CCOCC2 N-(6-(6-(2-methylpyridin-4-ylamino)-3H-imidazo[4,5-b]pyridin-2-yl)pyridin-3-yl)-6-morpholinylquinolin-4-amine